ClC=1C(=NC(=NC1)N1C[C@@H](CCC1)CC(=O)N)NC1=CC=2C3=C(C(N(C2C=C1)C)=O)OCC([C@@H](N3)C3CC3)(F)F 2-((S)-1-(5-Chloro-4-(((S)-2-cyclopropyl-3,3-difluoro-7-methyl-6-oxo-1,2,3,4,6,7-hexahydro-[1,4]oxazepino[2,3-c]chinolin-10-yl)amino)pyrimidin-2-yl)piperidin-3-yl)acetamid